C(C)(C)(C)[S@@](=O)\N=C\1/C2=CC=CC(=C2CC12CCN(CC2)C(=O)OC(C)(C)C)C tert-butyl (R,Z)-1-((tert-butylsulfinyl)imino)-4-methyl-1,3-dihydrospiro[indene-2,4'-piperidine]-1'-carboxylate